FC=1C=C(C=C(C1)F)C1CC(C1)N 3-(3,5-difluorophenyl)cyclobutan-1-amine